C(C1=CC=CC=C1)OC1=C2C=CC(OC2=CC(=C1)OCC1=CC=CC=C1)C1=C(C=C(C(=C1)OCC1=CC=CC=C1)OCC1=CC=CC=C1)F 5,7-bis(benzyloxy)-2-(4,5-bis(benzyloxy)-2-fluorophenyl)-2H-chromene